2-(5-fluoro-2-hydroxyphenyl)-N-(thiazol-2-yl)acetamide FC=1C=CC(=C(C1)CC(=O)NC=1SC=CN1)O